CN(C(=O)C1=CC=CC=2N1C=CN2)C N,N-dimethylimidazo[1,2-a]pyridine-5-carboxamide